8-methyl-3,5,6,7-tetrahydro-1H-2,4-diaza-s-indacene-2-carboxylic acid tert-butyl ester C(C)(C)(C)OC(=O)N1CC2=C(C=3CCCC3N=C2C1)C